N,N-dimethylpropan-1-amine oxide C[N+](CCC)(C)[O-]